4-(3-amino-2,2,4,4-tetramethyl-cyclobutoxy)-2-chloro-benzonitrile NC1C(C(C1(C)C)OC1=CC(=C(C#N)C=C1)Cl)(C)C